C(C)C1(C(N=CC=N1)C)C 3-ethyl-2,3-dimethyl-pyrazine